11-(4-aminophenoxy)undecane NC1=CC=C(OCCCCCCCCCCC)C=C1